ClC=1C=C2C(=NC=NC2=CC1C1=NC(=CC2=CC=CC=C12)N)N1CCNCC1 1-(6-chloro-4-(piperazin-1-yl)quinazolin-7-yl)isoquinolin-3-amine